NC=1N=C(SC1C(=O)C1=CC(=NO1)C(=O)N[C@H]1[C@H](C1)F)N(C1=CC=C(C=C1)F)C(C(=O)N)C 5-[4-amino-2-(N-(2-amino-1-methyl-2-oxo-ethyl)-4-fluoro-anilino)thiazole-5-carbonyl]-N-[(cis)-2-fluorocyclopropyl]isoxazole-3-carboxamide